(M)-2-[4-[4-(aminomethyl)-8-ethoxy-1-oxo-2H-phthalazin-6-yl]-2-methyl-pyrazol-3-yl]-4-chloro-3-fluoro-naphthalene-1-carbonitrile NCC1=NNC(C2=C(C=C(C=C12)C1=C(N(N=C1)C)C1=C(C2=CC=CC=C2C(=C1F)Cl)C#N)OCC)=O